(R)-4-((1R,3R,5S,6R)-6-(1-isopropyl-3-(6-(trifluoromethyl)pyrimidin-4-yl)-1H-pyrazol-5-yl)bicyclo[3.1.0]hexane-3-yl)-3-methylmorpholine C(C)(C)N1N=C(C=C1C1[C@H]2CC(C[C@@H]12)N1[C@@H](COCC1)C)C1=NC=NC(=C1)C(F)(F)F